O=C1CC(N(C2=C(N1)C1=CC=CC=C1C=C2)C=2C=NC=C(C#N)C2)=O 5-(2,4-Dioxo-1,2,3,4-tetrahydro-5H-naphtho[1,2-b][1,4]diazepin-5-yl)nicotinonitrile